C[Si](CCOC1=C2N=CNC2=NC=N1)(C)C 6-(2-(trimethylsilyl)ethoxy)-9H-purin